tert-Butyl (1S,3R)-1-(2-bromothiazol-5-yl)-2-(2-fluoro-2-methylpropyl)-3-methyl-1,2,3,4-tetrahydro-9H-pyrido[3,4-b]indole-9-carboxylate BrC=1SC(=CN1)[C@H]1N([C@@H](CC2=C1N(C1=CC=CC=C21)C(=O)OC(C)(C)C)C)CC(C)(C)F